CSC1=CNC=2N=CN=C(C21)N 5-(methylthio)-7H-pyrrolo[2,3-d]pyrimidin-4-amine